N-Fmoc-piperidine C(=O)(OCC1C2=CC=CC=C2C2=CC=CC=C12)N1CCCCC1